NC1=C(C=C(C(=O)NCC(=O)NC=2SC=C(N2)C2=CC(=CC=C2)CN)C=C1)S(=O)(=O)C(C)C 4-amino-N-(2-((4-(3-(aminomethyl)phenyl)thiazol-2-yl)amino)-2-oxoethyl)-3-(isopropylsulfonyl)benzamide